1-(propan-2-yl)-1H-benzimidazole CC(C)N1C=NC2=C1C=CC=C2